CC1=NN(C(=C1B1OC(C(O1)(C)C)(C)C)C)C1OCCCC1 3,5-dimethyl-1-(tetrahydro-2H-pyran-2-yl)-4-(4,4,5,5-tetramethyl-1,3,2-dioxaborolan-2-yl)-1H-pyrazole